6-(difluoromethyl)-N-(1-(methylsulfonyl)piperidin-4-yl)-8-(6-azaspiro[3.4]oct-2-yl)quinazolin-2-amine FC(C=1C=C2C=NC(=NC2=C(C1)C1CC2(C1)CNCC2)NC2CCN(CC2)S(=O)(=O)C)F